ClC1=C(C(=O)P(C2=CC=CC=C2)(C(C2=C(C=CC=C2Cl)Cl)=O)=O)C(=CC=C1)Cl bis-(2,6-dichlorobenzoyl)-phenylphosphine oxide